Methyl (2R,3S,3aR,6aS)-3-(benzylamino)-2-(hydroxymethyl)hexahydro-1H-furo[3,4-b]pyrrole-1-carboxylate C(C1=CC=CC=C1)N[C@H]1[C@@H]2[C@H](N([C@H]1CO)C(=O)OC)COC2